L-lactic acid 2-ethylhexyl ester C(C)C(COC([C@@H](O)C)=O)CCCC